(R)-6-chloro-3-((1-(2-cyano-3-(1-(4-cyanophenyl)-1H-imidazol-4-yl)-7-methylquinoxalin-5-yl)ethyl)amino)picolinic acid ClC1=CC=C(C(=N1)C(=O)O)N[C@H](C)C1=C2N=C(C(=NC2=CC(=C1)C)C#N)C=1N=CN(C1)C1=CC=C(C=C1)C#N